Cl.N[C@H](C(=O)N1[C@@H](C[C@H](C1)O)C(=O)NCC1=CC=C(C=C1)C1=C(N=CS1)C)C(C)(C)C (2S,4R)-1-((S)-2-amino-3,3-dimethylbutyryl)-4-hydroxy-N-(4-(4-methylthiazole-5-yl)benzyl)pyrrolidine-2-carboxamide hydrochloride